C1=CC=CC=2C3=CC=CC=C3C(C12)COC(=O)NC(CCOCCOCCOCCNC(OC(C)(C)C)=O)(C(=O)OCC)CC ethyl 17-((((9H-fluoren-9-yl)methoxy)carbonyl)amino)-17-ethyl-2,2-dimethyl-4-oxo-3,8,11,14-tetraoxa-5-azaoctadecan-18-oate